2-(2-{3-[(2-formyl-3-hydroxyphenoxy)methyl]thiomorpholine-4-carbonyl}phenyl)acetic acid C(=O)C1=C(OCC2N(CCSC2)C(=O)C2=C(C=CC=C2)CC(=O)O)C=CC=C1O